COC=1C=C(C=C(C1)C(F)(F)F)NC1=NC=C(C(=N1)NC1=CC=C2CCNCC2=C1)C=1C=NN(C1)C N2-(3-methoxy-5-(trifluoromethyl)phenyl)-5-(1-methyl-1H-pyrazol-4-yl)-N4-(1,2,3,4-tetrahydroisoquinolin-7-yl)pyrimidine-2,4-diamine